CC1=C(C=C(C=C1)C)SC=1C=NC=CC1C(=N)NO 3-[(2,5-Dimethylphenyl)sulfanyl]-N-hydroxypyridine-4-carboxamidine